[Cl-].C(CC)O[Si](CCC[N+](C)(CCCCCCCCCCCC)CCCCCCCCCCCC)(OCCC)OCCC 3-(tripropoxysilyl)propyl-di-n-dodecylmethyl-ammonium chloride